1-(3-{[(3-methyl-1H-indol-4-yl)methyl]amino}pyrido[2,3-b]pyrazin-6-yl)piperidin-4-ol CC1=CNC2=CC=CC(=C12)CNC1=CN=C2C(=N1)N=C(C=C2)N2CCC(CC2)O